benzo[d][1,3]oxathiole-3,3-dioxide O1CS(C2=C1C=CC=C2)(=O)=O